FC1=CC=C(C=C1)[C@H](C)NC1=NN=C(C2=CC=CC=C12)C1=C(C=C(C=C1)C(F)(F)F)O (S)-2-(4-((1-(4-fluorophenyl)ethyl)amino)phthalazin-1-yl)-5-(trifluoromethyl)phenol